C1=C(C=CC2=CC=CC=C12)C(=O)NC1=C(C(=O)N[C@@H](CC2=CC=CC=C2)C(=O)O)C=CC(=C1)Cl (2-(2-Naphthamido)-4-chlorobenzoyl)-L-phenylalanine